N1-(2-(4-Methoxyphenyl)quinolin-4-yl)-N3-((1-methyl-1H-pyrazol-5-yl)methyl)propane-1,3-diamine dihydrochloride Cl.Cl.COC1=CC=C(C=C1)C1=NC2=CC=CC=C2C(=C1)NCCCNCC1=CC=NN1C